[8-(trifluoromethyl)-5-quinolyl]morpholine-2-carboxamide FC(C=1C=CC(=C2C=CC=NC12)N1CC(OCC1)C(=O)N)(F)F